CC1=NC(=CC(=N1)N1C(CC(C1)C1=CC=CC=C1)=O)N1CC(C1)C1=NC2=C(N1C)C=CC=C2 1-(2-methyl-6-(3-(1-methyl-1H-benzo[d]imidazol-2-yl)azetidin-1-yl)pyrimidin-4-yl)-4-phenylpyrrolidin-2-one